ClC=1C(=C(C=CC1F)[C@H](NC(=O)[C@H]1NC(NC1)=O)C=1C=NC(=CC1)OC(F)(F)F)F (4S)-N-{(R)-(3-chloro-2,4-difluorophenyl)[6-(trifluoromethoxy)pyridin-3-yl]methyl}-2-oxoimidazolidine-4-carboxamide